N1(CCCCCC1)C=1N=NC(=C(C1C(=O)OC)C)C=1SC=CC1C methyl 3-(azepan-1-yl)-5-methyl-6-(3-methylthiophen-2-yl)pyridazine-4-carboxylate